rac-tert-Butyl (3R,4R)-3-(((3S,5S)-5-((3,4-difluorophenyl)(ethyl)carbamoyl)-1-(6-methyl-4-(trifluoromethyl)pyridin-2-yl)pyrrolidin-3-yl) (methyl)amino)-4-hydroxypyrrolidin-1-carboxylat FC=1C=C(C=CC1F)N(C(=O)[C@@H]1C[C@@H](CN1C1=NC(=CC(=C1)C(F)(F)F)C)N([C@@H]1CN(C[C@H]1O)C(=O)OC(C)(C)C)C)CC |r|